ClC=1C=C(OCC2=NN(C(=C2)C(=O)O)C)C=CC1C=1N(C2=NC=NC(=C2N1)OC1(CC1)C)CC1=CC(=CC=C1)Cl 3-((3-chloro-4-(9-(3-chlorobenzyl)-6-(1-methylcyclopropoxy)-9H-purin-8-yl)phenoxy)methyl)-1-methyl-1H-pyrazole-5-carboxylic acid